((2R,3S,4R,5R)-5-(4-aminopyrrolo[2,1-f][1,2,4]triazin-7-yl)-5-cyano-3,4-dihydroxytetrahydrofuran-2-yl)methyl ((R)-2-(2-cyanophenoxy)-3-(octadecyloxy)propyl) hydrogen phosphate P(=O)(OC[C@H]1O[C@@]([C@@H]([C@@H]1O)O)(C#N)C1=CC=C2C(=NC=NN21)N)(OC[C@@H](COCCCCCCCCCCCCCCCCCC)OC2=C(C=CC=C2)C#N)O